C1CCCN(CCC1)CCN=C(N)N The molecule is a member of the class of guanidines in which one of the hydrogens of the amino group has been replaced by a 2-azocan-1-ylethyl group. It has a role as an antihypertensive agent, an adrenergic antagonist and a sympatholytic agent. It is a member of guanidines and a member of azocanes. It derives from a guanidine. It derives from a hydride of an azocane.